CN1N=NN=C1SC1=C(C(=O)NC2=CC=C(C=C2)C(F)(F)F)C=CC=C1 2-(1-methyl-1H-tetrazol-5-ylsulfanyl)-N-(4-trifluoromethyl-phenyl)-benzamide